N1[C@H](CCC1)C(=O)NCC1=CC=CC=C1 D-prolyl-benzylamine